C(N)([O-])=O (S)-carbamate